CC1NC2CNC1CC2 l-3-methyl-2,5-diazabicyclo[2.2.2]octane